FC=1C=C(C=CC1O)C(C)(C)C1=CC=C(C=C1)C(CC1=CC(=C(C=C1)O)C(C)(C)C)C1=CC(=C(C=C1)O)C(C)(C)C 4,4'-[1-{4-[1-(3-Fluoro-4-hydroxyphenyl)-1-methylethyl]phenyl}ethylene]bis(2-t-butylphenol)